N-[5-(1H-benzimidazol-2-yl)-1-[(4-methoxyphenyl)methyl]pyrazol-3-yl]-6-[(3S,4S)-3,4-dihydroxypyrrolidin-1-yl]pyridine-3-carboxamide N1C(=NC2=C1C=CC=C2)C2=CC(=NN2CC2=CC=C(C=C2)OC)NC(=O)C=2C=NC(=CC2)N2C[C@@H]([C@H](C2)O)O